NC1=C(C=C(CNC=2C=3N=CN([C@H]4[C@H](O)[C@H](O)[C@@H](CO)O4)C3N=CN2)C=C1)[125I] N6-(4-amino-3-[125I]iodobenzyl)-adenosine